O.[Cu+2] copper(II) monohydrate